N=C1SCC(N1C1=C(C(=CC=C1)C)COCC(F)(F)F)=O 2-imino-3-(3-methyl-2-((2,2,2-trifluoroethoxy)methyl)phenyl)thiazolidin-4-one